(R)-N-(6-chloropyridin-3-yl)-6-((4,4-difluoropyrrolidin-2-yl)methoxy)isoquinolin-1-amine trifluoroacetate FC(C(=O)O)(F)F.ClC1=CC=C(C=N1)NC1=NC=CC2=CC(=CC=C12)OC[C@@H]1NCC(C1)(F)F